FC1(OC2=C(O1)C=CC(=C2)N)F 2,2-difluorobenzo[d][1,3]dioxol-5-amine